OC1CCCC=2C3=C(C(OC12)=O)SC(=C3)C=3C=NN(C3)COCC[Si](C)(C)C 6-hydroxy-2-(1-((2-(trimethylsilyl)ethoxy)methyl)-1H-pyrazol-4-yl)-6,7,8,9-tetrahydro-4H-thieno[2,3-c]Chromen-4-one